3-methyl-5-(N-(2-fluoro-6-(trifluoromethyl)benzyl)-N-phenethylsulfamoyl)benzofuran-2-carboxylic acid ethyl ester C(C)OC(=O)C=1OC2=C(C1C)C=C(C=C2)S(N(CCC2=CC=CC=C2)CC2=C(C=CC=C2C(F)(F)F)F)(=O)=O